CC=1C(=C(C=CC1)C=1CCC(CC1)C(F)(F)F)OCC(=O)OC(C)(C)C.C(C)[Si](O[Si](C1=CC=CC=C1)(C1=CC=CC=C1)CC1=CC=CC=C1)(O[SiH2]O[SiH2]O[SiH2]O[SiH2]O[SiH2]O[SiH2]O[SiH2]O[SiH2]O[SiH2]O[SiH2]O[SiH2]O[SiH2]O[SiH2]O[SiH3])CC diethylbenzyl diphenyl hexadecasiloxane Tert-butyl 2-((3-methyl-4'-(trifluoromethyl)-2',3',4',5'-tetrahydro-[1,1'-biphenyl]-2-yl)oxy)acetate